FC1=C2C(=C(C=3N=C(NC31)[C@@H](C)N(C(OC(C)(C)C)=O)C)F)CC(C2)C=O tert-Butyl N-[(1R)-1-(4,8-difluoro-6-formyl-3,5,6,7-tetrahydrocyclopenta[f]benzimidazol-2-yl)ethyl]-N-methyl-carbamate